O[C@@H](CC(=O)N(C)C1CCC(CC1)N1N=C2C=C(C(=CC2=C1)C(=O)NC=1C=NN2C1N=CC=C2)OC)C 2-((1R,4r)-4-((R)-3-hydroxy-N-methylbutanamido)cyclohexyl)-6-methoxy-N-(pyrazolo[1,5-a]pyrimidin-3-yl)-2H-indazole-5-carboxamide